7-((2,2-difluoroethyl)amino)-6-(7-(oxetan-3-yl)-1,5,6,7,8,9-hexaHydroimidazo[4',5':4,5]benzo[1,2-d]azepin-2-yl)thieno[3,2-b]pyridin-5(4H)-one FC(CNC=1C2=C(NC(C1C=1NC=3C(=CC4=C(CCN(CC4)C4COC4)C3)N1)=O)C=CS2)F